((1R,5S,6s)-3-azabicyclo[3.1.0]hexan-6-yl)methanol C1[C@@H]2[C@@H](C2CO)CN1